(methyl)-λ6-sulfanone C[SH3]=O